(R)-4-{2-[4-(3-(2,4-dimethyl-3-oxopiperazin-1-yl)propyl)piperazin-1-yl]quinolin-6-yl}-6-methyl-1H-pyrrolo[2,3-c]pyridin-7(6H)-one C[C@H]1N(CCN(C1=O)C)CCCN1CCN(CC1)C1=NC2=CC=C(C=C2C=C1)C=1C2=C(C(N(C1)C)=O)NC=C2